2-((5-(4-chloro-2-fluoro-phenyl)-3-methyl-triazol-4-yl)methyl)-5-(5-chloro-6-methoxy-3-pyridyl)pyridazin-3-one ClC1=CC(=C(C=C1)C1=C(N(N=N1)C)CN1N=CC(=CC1=O)C=1C=NC(=C(C1)Cl)OC)F